CS(=O)(=O)C1(C(C(C(C(=O)[2H])(C(C1([2H])[2H])[2H])[2H])([2H])[2H])([2H])[2H])[2H] 4-methylsulfonylbenzaldehyde-d10